C(C)N1N=CC(=C1)C1=CNC2=NC=CC(=C21)N2CCCCC2 3-(1-ethylpyrazol-4-yl)-4-(1-piperidyl)-1H-pyrrolo[2,3-b]pyridine